[Cl-].[Cl-].C1=C(C=CC2=CC=CC=C12)C(=[Zr+2](C1=CC=CC2=C3C(=C4C=5C=CC=CC5CC4=C21)C=CC=C3)C3C=CC=C3)C3=CC2=CC=CC=C2C=C3 di(2-naphthyl)methylene(cyclopentadienyl)(dibenzofluorenyl)zirconium dichloride